ClC1=C(C=C(C=C1)Cl)N1C=NC2=C1C1=C(OC2=O)C=CC=C1 1-(2,5-Dichlorophenyl)-[1]benzopyrano[3,4-d]imidazol-4(1H)-one